7-(4-fluorobenzyl)-8-(3-fluorophenyl)-1-(3-hydroxypropyl)-3-methyl-1H-purine-2,6(3H,7H)-dione FC1=CC=C(CN2C(=NC=3N(C(N(C(C23)=O)CCCO)=O)C)C2=CC(=CC=C2)F)C=C1